N1(CCCCC1)C(=O)C=1C=NN2C1C=CC=C2C2=CC=C(C=C2)NC(=O)C2CCCCC2 N-(4-(3-(piperidine-1-carbonyl)pyrazolo[1,5-a]pyridin-7-yl)phenyl)cyclohexanecarboxamide